2-(3-chlorobenzo[b]thiophen-2-yl)-4,4,5,5-tetramethyl-1,3,2-dioxaborolane ClC=1C2=C(SC1B1OC(C(O1)(C)C)(C)C)C=CC=C2